ClC=1C(=NC=C(C1)C(F)(F)F)C=1OC(C2=C(N1)C(=CC(=C2)F)F)=O (3-chloro-5-(trifluoromethyl)pyridin-2-yl)-6,8-difluoro-4H-benzo[d][1,3]oxazin-4-one